α-hydroxyheptanic acid OC(C(=O)O)CCCCC